C(#N)C1=CC(=CC2=C1SC(=C2)C(=O)OCC)OC(C)C ethyl 7-cyano-5-isopropoxybenzo[b]thiophene-2-carboxylate